N-butyl-N-decylurea C(CCC)N(C(=O)N)CCCCCCCCCC